8-bromo-6-chloro-1-methyl-9H-pyrido[3,4-b]indole BrC=1C=C(C=C2C3=C(NC12)C(=NC=C3)C)Cl